N([C@H](C(C)C)C(=O)O)N D-valinoamine